ClC1=CC(=C(C(=C1)F)C1=C2C(=C(N=N1)N[C@H]1CN(CCC1)C)C=NC=C2)F 1-(4-chloro-2,6-difluorophenyl)-N-[(3R)-1-methylpiperidin-3-yl]pyrido[3,4-d]pyridazin-4-amine